4-(4-amino-6-(4-methacrylamido-phenyl)-7-methyl-7H-pyrrolo[2,3-d]pyrimidin-5-yl)-N-(oxetan-3-yl)benzamide NC=1C2=C(N=CN1)N(C(=C2C2=CC=C(C(=O)NC1COC1)C=C2)C2=CC=C(C=C2)NC(C(=C)C)=O)C